Methyl (S)-6-(3-methoxypyrrolidin-1-yl)quinoline-4-carboxylate CO[C@@H]1CN(CC1)C=1C=C2C(=CC=NC2=CC1)C(=O)OC